O=C1NC(CCC1C1=NN(C2=C(C=CC=C12)N1CCC(CC1)CN1C[C@H](N(CC1)C(=O)OC(C)(C)C)C)C)=O tert-butyl (2R)-4-((1-(3-(2,6-dioxopiperidin-3-yl)-1-methyl-1H-indazol-7-yl)piperidin-4-yl)methyl)-2-methylpiperazine-1-carboxylate